(1S,2S)-2-(((2-methyl-6-(3-methyl-4-((2-phenylethyl)sulfonamido)isoxazol-5-yl)pyridin-3-yl)oxy)methyl)cyclohexane-1-carboxylic acid CC1=NC(=CC=C1OC[C@@H]1[C@H](CCCC1)C(=O)O)C1=C(C(=NO1)C)NS(=O)(=O)CCC1=CC=CC=C1